ClC1=CC=C(C=N1)NC(CC=1C(OC2=CC(=C(C=C2C1C)OC)O)=O)=O N-(6-chloropyridin-3-yl)-2-(7-hydroxy-6-methoxy-4-methyl-2-oxo-2H-chromen-3-yl)acetamide